FC=1C(=CC2=C(N=C(S2)NC2=C(C(=C(N=N2)NC=2SC=C(N2)C(=O)OCC)C)C)C1)F ethyl 2-[[6-[(5,6-difluoro-1,3-benzothiazol-2-yl)amino]-4,5-dimethyl-pyridazin-3-yl]amino]thiazole-4-carboxylate